ClC=1C=C(OC2CC(C2)C(=O)O)C=CC1C=1N(C2=NC=NC(=C2N1)OC1(CC1)C)CC1=CC(=CC=C1)Cl (racemic)-(1r,3r)-3-(3-chloro-4-(9-(3-chlorobenzyl)-6-(1-methylcyclopropoxy)-9H-purin-8-yl)phenoxy)cyclobutane-1-carboxylic acid